O=C1NC(CCC1N1C(C2=C(C=C(C=C2C1)CN1CCC(CC1)N1CCN(CC1)C1=NC(=C(C(=O)N)C=C1)C1=CC=C(C=C1)OC1=CC=CC=C1)F)=O)=O 6-(4-(1-((2-(2,6-dioxopiperidin-3-yl)-7-fluoro-1-oxoisoindoline-5-yl)methyl)piperidine-4-yl)piperazin-1-yl)-2-(4-phenoxyphenyl)nicotinamide